BrC=1OC(=C(N1)C(=O)NCC1=NC=C(C=C1F)F)C 2-bromo-N-[(3,5-difluoropyridin-2-yl)methyl]-5-methyl-1,3-oxazole-4-carboxamide